1-(4'-chloro-5'-oxo-5'H-spiro[cyclohexane-1,7'-indolo[1,2-a]quinazolin]-10'-yl)piperidine-4-carboxylic acid ClC=1C=2C(N=C3N(C2C=CC1)C1=CC(=CC=C1C31CCCCC1)N1CCC(CC1)C(=O)O)=O